(3S)-3-(1'-((1H-indazol-4-yl)methyl)-3',3'-difluoro-6-oxo-6,8-dihydro-2H,7H-spiro[furo[2,3-e]isoindol-3,4'-piperidin]-7-yl)piperidine-2,6-dione N1N=CC2=C(C=CC=C12)CN1CC(C2(CC1)COC1=C3CN(C(C3=CC=C12)=O)[C@@H]1C(NC(CC1)=O)=O)(F)F